NC=1C=C(C(=C(C(=O)N(C)C)C1)F)Br 5-amino-3-bromo-2-fluoro-N,N-dimethylbenzamide